(1,5,5-trimethylcyclohexan-1-yl)methane CC1(CCCC(C1)(C)C)C